tert-butyl 4-[(3R)-1-[1-(2,6-dioxopiperidin-3-yl)-3-methyl-2-oxo-1,3-benzodiazol-5-yl]pyrrolidin-3-yl]piperidine-1-carboxylate O=C1NC(CCC1N1C(N(C2=C1C=CC(=C2)N2C[C@H](CC2)C2CCN(CC2)C(=O)OC(C)(C)C)C)=O)=O